2,4-dihydroxy-3'-methoxybenzophenone OC1=C(C(=O)C2=CC(=CC=C2)OC)C=CC(=C1)O